NC=1N=CC(=NC1/C=N/OC)C#CC=1C=C(C(=O)NC2=CC(=C(C=C2)CN2CCN(CC2)C)C(F)(F)F)C=CC1C (E)-3-((5-amino-6-((methoxyimino)methyl)pyrazin-2-yl)ethynyl)-4-methyl-N-(4-((4-methylpipeRazin-1-yl)methyl)-3-(trifluoromethyl)phenyl)benzamide